N-(Imidazo[1,2-b]pyridazin-3-yl)-6-methoxy-2-((5r,8r)-2-methyl-3-oxo-2-azaspiro[4.5]decan-8-yl)-2H-indazole-5-carboxamide N=1C=C(N2N=CC=CC21)NC(=O)C2=CC1=CN(N=C1C=C2OC)C2CCC1(CC(N(C1)C)=O)CC2